6-((S)-1-amino-1,3-dihydrospiro[indene-2,4'-piperidin]-1'-yl)-3-(1-(1-oxidothiophen-2-yl)cyclopropyl)-1,5-dihydro-4H-pyrazolo[3,4-d]pyrimidin-4-one N[C@@H]1C2=CC=CC=C2CC12CCN(CC2)C=2NC(C1=C(N2)NN=C1C1(CC1)C=1S(C=CC1)=O)=O